FC=1C(=CC(=NC1)C1=C(C=NN1C)C(=O)N1CCCC1)OC1CN(C1)C=O (3-((5-fluoro-2-(1-methyl-4-(pyrrolidine-1-carbonyl)-1H-pyrazol-5-yl)pyridin-4-yl)oxy)azetidin-1-yl)methanone